2-benzyl-3-isothiazolone C(C1=CC=CC=C1)N1SC=CC1=O